C(C)OC(=O)C=1N=CC=2CN(CCC2C1)C1=CC(=NC(=C1)N1C[C@H](CC1)F)F (S)-7-(2-fluoro-6-(3-fluoropyrrolidin-1-yl)pyridin-4-yl)-5,6,7,8-tetrahydro-2,7-naphthyridine-3-carboxylic acid ethyl ester